1-cyclopentene-1,2-dicarboxylic anhydride C12=C(CCC1)C(=O)OC2=O